(3-(3-tert-butyl-1,2,4-thiadiazol-5-yl)-8-methyl-5,6-dihydroimidazo[1,5-a]Pyrazin-7(8H)-yl)(4-fluorophenyl)methanone C(C)(C)(C)C1=NSC(=N1)C1=NC=C2N1CCN(C2C)C(=O)C2=CC=C(C=C2)F